Ethyl perfluoropropionate FC(C(=O)OCC)(C(F)(F)F)F